BrC=1C=C(C=CC1F)CC(CC(=O)NC=1C=CC(=C(C(=O)NC=2C(=C(C(=CC2)F)NC(=O)C2OCCC2)F)C1)Cl)(Cl)Cl N-(3-(5-((1R,3R)-3-(3-bromo-4-fluorophenyl)-2,2-dichloropropane-1-carboxamido)-2-chlorobenzoamido)-2,6-difluorophenyl)tetrahydrofuran-2-carboxamide